tert-heptylperoxysec-butyl monocarbonate C(OC(C)(CC)OOC(C)(C)CCCC)([O-])=O